2-fluoro-N-(3-((3-(2-fluorophenyl)-5-methyl-5,6-dihydropyrrolo[3,4-c]pyrazol-2(4H)-yl)methyl)phenyl)-4-methylaniline FC1=C(NC2=CC(=CC=C2)CN2N=C3C(=C2C2=C(C=CC=C2)F)CN(C3)C)C=CC(=C1)C